FC=1C=2N(C=C(C1)C(NC1=C(C=C(C=N1)N1CCN(CC1)C(=O)OC(C)(C)C)C)=N)C=C(N2)C tert-butyl 4-(6-(8-fluoro-2-methylimidazo[1,2-a]pyridine-6-carboximidamido)-5-methylpyridin-3-yl)piperazine-1-carboxylate